N-[(3R)-4,4-Difluoro-1-{5-(fluoromethyl)-5-[5-fluoro-3-(2,4,6-trifluorophenyl)pyridin-2-yl]-4,5-dihydro-1,2-oxazol-3-yl}pyrrolidin-3-yl]methanesulfonamide FC1([C@@H](CN(C1)C1=NOC(C1)(C1=NC=C(C=C1C1=C(C=C(C=C1F)F)F)F)CF)NS(=O)(=O)C)F